5,5-di-methyl-bipyridine CC1(CC=C(N=C1)C1=NC=CC=C1)C